FC(C(C(C(S(=O)(=O)[O-])(F)F)(F)F)(F)F)(F)F.COC1=C(C(=O)C2=CC=C(C=C2)CC[SH+]CCC)C=CC(=C1)OC [4-(2,4-Dimethoxybenzoyl)phenyl]ethyl-n-propylsulfonium nonafluorobutanesulfonate